NC=1C=2N(C(=CN1)Cl)C(=NC2C2=CC1=C(S2)C(=CC(=C1)C)OC)C1CN(CC1)C(=O)C(C#N)=CCN(C)C 2-(3-(8-amino-5-chloro-1-(7-methoxy-5-methylbenzo[b]thiophen-2-yl)imidazo[1,5-a]pyrazin-3-yl)pyrrolidine-1-carbonyl)-4-(dimethylamino)but-2-enenitrile